C(C1=CC(OC)=C(O)C=C1)NC(=O)N N-vanillylurea